[Si](C)(C)(C(C)(C)C)OC=1C=CC(=NC1)C 5-((tert-butyldimethylsilyl)oxy)-2-methylpyridine